(R)-4-(dimethylamino)-4-methyl-8-(1H-pyrazol-4-yl)-1,3,4,5-tetrahydro-6H-pyrano[4,3-b]thieno[3,2-d]pyridin-6-one CN([C@]1(COCC2=C1NC(C1=C2C=C(S1)C=1C=NNC1)=O)C)C